ClC1=C(C=CC=C1Cl)SC=1N=C2C(=NC1)NC(=C2)N2CCC1(CC2)[C@@H](C2=CC=CC=C2C1)N[S@](=O)C(C)(C)C (R)-N-((S)-1'-(2-((2,3-dichlorophenyl)thio)-5H-pyrrolo[2,3-b]pyrazin-6-yl)-1,3-dihydrospiro[indene-2,4'-piperidin]-1-yl)-2-methylpropane-2-sulfinamide